C(C1=CC=CC=C1)(=O)ON1[C@H](CCC1)C(=O)O (+)-benzoyloxy-D-proline